The molecule is an N-acyl-sn-glycero-3-phosphoethanolamine in which the N-acyl group is specified as (4Z,7Z,10Z,13Z,16Z,19Z)-docosahexaenoyl. It derives from an all-cis-docosa-4,7,10,13,16,19-hexaenoic acid. It is a conjugate acid of a N-(4Z,7Z,10Z,13Z,16Z,19Z)-docosahexaenoyl-sn-glycero-3-phosphoethanolamine(1-). CC/C=C\\C/C=C\\C/C=C\\C/C=C\\C/C=C\\C/C=C\\CCC(=O)NCCOP(=O)(O)OC[C@@H](CO)O